BrC1=CC=C(C(=O)N[C@H](C(=O)O)C)C=C1 (2S)-2-[(4-bromobenzoyl)amino]propanoic acid